COC1=CC=C(OCCCCCC2=C(SC(=C2)CCCCCOC2=CC=C(C=C2)OC)C=2SC=CC2)C=C1 3,5-bis(5-(4-methoxyphenoxy)pentyl)bithiophene